FC=1C=C(C=CC1F)[C@H]1[C@@H](C1)C(=O)OCC (1R,2R)-ethyl 2-(3,4-difluorophenyl)-1-cyclopropylcarboxylate